3-bromo-2,6-difluoro-benzonitrile BrC=1C(=C(C#N)C(=CC1)F)F